N-methoxy-N-methylbenzofuran-5-carboxamide CON(C(=O)C=1C=CC2=C(C=CO2)C1)C